C(C)(C)(C)N(C(O)=O)CC1=CC=C(C=C1)C1=C(C=CC(=C1)OC)F.C(\C=C\CCCC)=O E-2-heptenealdehyde tert-butyl-((2'-fluoro-5'-methoxy-[1,1'-biphenyl]-4-yl)methyl)carbamate